3-(6-(4-(4-methylpiperazin-1-yl)phenyl)furo[3,2-b]pyridin-3-yl)aniline CN1CCN(CC1)C1=CC=C(C=C1)C=1C=C2C(=NC1)C(=CO2)C=2C=C(N)C=CC2